tetraethylene glycol e-bis-(2-ethylhexanoate) C(C)C(C(=O)OCCOCCOCCOCCOC(C(CCCC)CC)=O)CCCC